CC(C(CC=1OC(=NN1)C)=O)C 3-methyl-1-(5-methyl-1,3,4-oxadiazol-2-yl)butan-2-one